[2-(2-chlorobenzyl)-8-methyl-4,5-dihydro-2H-furo[2,3-g]indazol-7-yl](pyrrolidin-1-yl)methanone ClC1=C(CN2N=C3C4=C(CCC3=C2)OC(=C4C)C(=O)N4CCCC4)C=CC=C1